4'H,5'H-spiro[piperidine-4,3'-pyrano[3,2-c][1]benzopyran] O1CC2(CC=3COC4=C(C31)C=CC=C4)CCNCC2